dihydro-4H-pyrazolo[5,1-c][1,4]oxazine-7,7-d2 N1CC=C2COCC(N21)([2H])[2H]